NC1=C(C=CC(=C1)C(=O)OC)C1CC2(CC(C2)(F)F)CCN1CC1=C2C=CN(C2=C(C=C1OC)C)C(=O)OC(C)(C)C tert-butyl 4-({6-[2-amino-4-(methoxycarbonyl)phenyl]-2,2-difluoro-7-azaspiro[3.5]nonan-7-yl}methyl)-5-methoxy-7-methylindole-1-carboxylate